C(=C)C1=CC=C(CN(C)C)C=C1 p-vinylbenzyldimethylamine